BrC=1C=C2CCCOC2=C(C1)OCC1=CC=CC=C1 6-Bromo-8-(benzyloxy)chroman